C(CC)C=1C=2CC[C@H]3N(C2C=NC1)CCNC3 (R)-4-propyl-6,6a,7,8,9,10-hexahydro-5H-pyrazino[1,2-a][1,7]naphthyridine